(S or R)-4-(4-((1R,5S)-3,8-diazabicyclo[3.2.1]oct-3-yl)-6-chloro-2-((6-(dimethylamino)hexyl)oxy)-8-fluoroquinazolin-7-yl)naphthalen-2-ol [C@H]12CN(C[C@H](CC1)N2)C2=NC(=NC1=C(C(=C(C=C21)Cl)C2=CC(=CC1=CC=CC=C21)O)F)OCCCCCCN(C)C